8-cyclobutoxy-N-(6-(difluoromethyl)pyridin-2-yl)-2-((1R,4S)-1-methyl-2-oxabicyclo[2.2.1]heptan-4-yl)imidazo[1,2-a]pyrazine-6-carboxamide C1(CCC1)OC=1C=2N(C=C(N1)C(=O)NC1=NC(=CC=C1)C(F)F)C=C(N2)[C@]21CO[C@](CC2)(C1)C